C1(CC1)C1=CC=2N(C(C(=C(C2S1)NCC1CC1)C1=CC2=CN(N=C2C=C1)C)=O)C1=CC=C(C=C1)OC(F)F 2-cyclopropyl-7-((cyclopropylmethyl)amino)-4-(4-(difluoromethoxy)phenyl)-6-(2-methyl-2H-indazol-5-yl)thieno[3,2-b]pyridin-5(4H)-one